3-(2-(1,1-difluoroethyl)phenyl)-2-iminothiazolidin-4-one FC(C)(F)C1=C(C=CC=C1)N1C(SCC1=O)=N